C(C)(C)(C)OC(=O)N1C[C@@H]([C@H](CC1)OCC#C)F.C1(=CC=CC2=CC=CC=C12)C1=CC(=CC(=C1)C1=CC=CC2=CC=CC=C12)C1=CC=CC2=CC=CC=C12 1,3,5-tri(1-naphthyl)benzene tert-butyl-(3S,4S)-3-fluoro-4-prop-2-ynoxy-piperidine-1-carboxylate